C(C(=C)C)(=O)O.C(CCCCCCCC)C1=CC=C(C=C1)OC1=CC=C(C=C1)CCCCCCCCC 4-nonylphenyl ether methacrylate